ClC1=CC=C(C=C1)C1=NN=C(O1)[C@@H]1CC[C@H](CC1)CNC(OC(C)(C)C)=O trans-tert-butyl ((4-(5-(4-chlorophenyl)-1,3,4-oxadiazol-2-yl)cyclohexyl)methyl)carbamate